FC(OC=1C=CC(=C2C=CC=NC12)C1=NNC2=NC(=CN=C21)N2C[C@@H]1[C@]([C@@H]1CC2)(C2=C(C=CC=C2)F)CN)F ((1S,6R,7R)-3-(3-(8-(difluoromethoxy)quinolin-5-yl)-1H-pyrazolo[3,4-b]pyrazin-6-yl)-7-(2-fluorophenyl)-3-azabicyclo[4.1.0]heptan-7-yl)methanamine